6-(4-(3-(4-methylphenyl)acryloyl)phenoxy)pyridazin-3(2H)-one CC1=CC=C(C=C1)C=CC(=O)C1=CC=C(OC=2C=CC(NN2)=O)C=C1